5-bromo-1-tosyl-1H-pyrazolo[3,4-c]pyridine BrC=1C=C2C(=CN1)N(N=C2)S(=O)(=O)C2=CC=C(C)C=C2